(S)-N-(1-(1-acryloylpyrrolidin-3-yl)-6-(6-fluoropyridin-3-yl)-1H-pyrazolo[3,4-d]pyrimidin-4-yl)-5-nitrothiophene-2-carboxamide C(C=C)(=O)N1C[C@H](CC1)N1N=CC=2C1=NC(=NC2NC(=O)C=2SC(=CC2)[N+](=O)[O-])C=2C=NC(=CC2)F